lithium oxyhydride O.[Li]